[Na+].N1C=NC2=C1C=C(C=C2S(=O)(=O)[O-])S(=O)(=O)O 1H-benzimidazole-4,6-disulphonic acid, monosodium salt